ethyl 3-(2-{2'-chloro-5'-methoxy-6-methyl-[4,4'-bipyridine]-3-amido}-[1,3]thiazolo[4,5-b]pyrazin-6-yl)cyclopentane-1-carboxylate ClC1=NC=C(C(=C1)C1=C(C=NC(=C1)C)C(=O)NC=1SC=2C(=NC=C(N2)C2CC(CC2)C(=O)OCC)N1)OC